8-O-[(3R)-3-(decanoyloxy) tetradecanoyl]-3,7-bis{[(3R)-3-(decanoyloxy) tetradecanoyl] amino}-2,3,4,5,7-pentadeoxy-D-erythro-L-galacto-undeconate C(CCCCCCCCC)(=O)O[C@@H](CC(=O)O[C@H]([C@H]([C@H](CC[C@@H](CC(=O)[O-])NC(C[C@@H](CCCCCCCCCCC)OC(CCCCCCCCC)=O)=O)O)NC(C[C@@H](CCCCCCCCCCC)OC(CCCCCCCCC)=O)=O)[C@H](O)[C@H](O)CO)CCCCCCCCCCC